C(CCC)OC1=CC=C(C=C1)CCC[C@H](C(=O)[O-])OS(=O)(=O)C(F)(F)F (2R)-5-(4-butoxyphenyl)-2-[(trifluoromethanesulfonyl)oxy]pentanoate